OC1=CC=C2C(C=C(OC2=C1C1=CC=NN1)C1=CC=CC=C1)=O 7-hydroxy-2-phenyl-8-(1H-pyrazol-5-yl)-4H-chromen-4-one